4-{2-[(5-fluoropyridin-2-yl)amino]-2-oxoethyl}-5,8-dioxo-6-(propan-2-yl)-N-(pyridin-2-yl)-5,6,7,8-tetrahydro-4H-pyrazolo[1,5-a]pyrrolo[3,4-d]pyrimidine-2-carboxamide FC=1C=CC(=NC1)NC(CN1C=2N(C(C3=C1C(N(C3)C(C)C)=O)=O)N=C(C2)C(=O)NC2=NC=CC=C2)=O